C1(=CC=CC=C1)P(CCCN)C1=CC=CC=C1 3-(diphenylphosphino)propan-1-amine